BrC=1C=CC=2N(C1)C(=C(N2)C)C(=C)C 6-bromo-2-methyl-3-(prop-1-en-2-yl)imidazo[1,2-a]pyridine